C[C@@]1(C(NC(CC1)=O)=O)N1C(C2=CC=CC(=C2C1=O)NC1=C(C=C2CCC(N(C2=C1)C)=O)C1=CC(=NC=C1)C)=O (R)-2-(3-methyl-2,6-dioxopiperidin-3-yl)-4-((1-methyl-6-(2-methylpyridin-4-yl)-2-oxo-1,2,3,4-tetrahydroquinolin-7-yl)amino)isoindoline-1,3-dione